sodium pentadecyl alcohol C(CCCCCCCCCCCCCC)O.[Na]